2-chloroethoxide ClCC[O-]